NCC1CN(CCO1)C(=O)OCC 2-aminomethyl-4-(ethoxycarbonyl)morpholine